N-((1-methyl-4-(4-(trifluoromethoxy)phenyl)-4,5,6,7-tetrahydro-1H-pyrazolo[4,3-b]pyridin-6-yl)methyl)methanesulfonamide CN1N=CC=2N(CC(CC21)CNS(=O)(=O)C)C2=CC=C(C=C2)OC(F)(F)F